CN1N=CC(=C1)N1N=CC2=CC=C(C=C12)NC1CCCC=2C=C(C=NC12)C#N 8-((1-(1-Methyl-1H-pyrazol-4-yl)-1H-indazol-6-yl)amino)-5,6,7,8-tetrahydroquinoline-3-carbonitrile